FC1=CC=C(C=C1)CN1CC2(C1)CC(C2)NC(=O)N2[C@@H](CN(C[C@H]2C)C2=NC=C(N=C2)C(F)(F)F)C (2R,6R)-N-{2-[(4-fluorophenyl)methyl]-2-azaspiro[3.3]heptan-6-yl}-2,6-dimethyl-4-[5-(trifluoromethyl)pyrazin-2-yl]piperazine-1-carboxamide